2-(difluoromethoxy)-5-fluoro-4-(4,4,5,5-tetramethyl-1,3,2-dioxaborolan-2-yl)pyridine FC(OC1=NC=C(C(=C1)B1OC(C(O1)(C)C)(C)C)F)F